(S)-tert-butyl (2-methyl-1-oxohexan-2-yl)carbamate C[C@@](C=O)(CCCC)NC(OC(C)(C)C)=O